4-phenyl-2,3-dihydro-1H-pyrrole-1-carboxylic acid tert-butyl ester C(C)(C)(C)OC(=O)N1CCC(=C1)C1=CC=CC=C1